2-{4-[4-(6-Chloro-7-{[1-(2,3-dihydro-1-benzofuran-5-ylmethyl)piperidin-4-yl]amino}-3H-imidazo[4,5-b]pyridin-2-yl)phenyl]piperazin-1-yl}ethanol ClC=1C(=C2C(=NC1)NC(=N2)C2=CC=C(C=C2)N2CCN(CC2)CCO)NC2CCN(CC2)CC=2C=CC1=C(CCO1)C2